5-(((1r,4r)-4-aminocyclohexyl)oxy)quinoline-8-carbonitrile hydrochloride Cl.NC1CCC(CC1)OC1=C2C=CC=NC2=C(C=C1)C#N